di-(1,2-difluoroethyl)ammonium hypophosphite [PH2](=O)[O-].FC(CF)[NH2+]C(CF)F